F[C@H]1[C@H](C[C@@]2(C=C[C@H]1N2)C)OC2=CC=C(N=N2)C2=C(C=C(C=C2)N2N=CC(=C2)F)O 2-(6-(((1R,3S,4R,5R)-4-fluoro-1-methyl-8-azabicyclo[3.2.1]oct-6-en-3-yl)oxy)pyridazin-3-yl)-5-(4-fluoro-1H-pyrazol-1-yl)phenol